2-methyl-N-((R)-1-(naphthalen-1-yl)ethyl)-5-((pyrrolidin-3-ylmethyl)amino)benzamide bis(2,2,2-trifluoroacetate) FC(C(=O)O)(F)F.FC(C(=O)O)(F)F.CC1=C(C(=O)N[C@H](C)C2=CC=CC3=CC=CC=C23)C=C(C=C1)NCC1CNCC1